4-fluoro-N-methyl-5-piperazin-1-ylpyridiniumcarboxamide FC1=CC=[N+](C=C1N1CCNCC1)C(=O)NC